N-((1R)-3-cyano-3-azabicyclo[3.2.0]heptan-1-yl)-5-(3-(phenylthio)pyridin-4-yl)-1H-pyrazole-3-carboxamide C(#N)N1C[C@]2(CCC2C1)NC(=O)C1=NNC(=C1)C1=C(C=NC=C1)SC1=CC=CC=C1